N-[(2R)-1,4-dioxan-2-ylmethyl]-8-methyl-2-[(2S)-tetrahydrofurane-2-ylmethyl]-4,5-dihydro-2H-furo[2,3-g]indazole-7-carboxamide O1[C@@H](COCC1)CNC(=O)C1=C(C2=C(CCC3=CN(N=C23)C[C@H]2OCCC2)O1)C